1-cyclopropyl-5-((3-hydroxypropoxy)methyl)-N,N-bis(4-methoxybenzyl)-1H-pyrazole-3-sulfonamide C1(CC1)N1N=C(C=C1COCCCO)S(=O)(=O)N(CC1=CC=C(C=C1)OC)CC1=CC=C(C=C1)OC